benzoyl-boric acid C(C1=CC=CC=C1)(=O)OB(O)O